Ethyl 5-(3-hydroxyoxetan-3-yl)isoxazole-3-carboxylate OC1(COC1)C1=CC(=NO1)C(=O)OCC